N5-(4-methoxybenzyl)-N5-methyl-N2-(1-methylpiperidin-4-yl)pyrido[2,3-d]pyrimidine-2,4,5-triamine COC1=CC=C(CN(C2=CC=NC=3N=C(N=C(C32)N)NC3CCN(CC3)C)C)C=C1